ClC=1C=CC2=C(CN(CC=3N2C(=NN3)N3CC2(CNC2)C3)C(=O)OC)C1 methyl 8-chloro-1-(2,6-diazaspiro[3.3]heptan-6-yl)-4H-benzo[f][1,2,4]triazolo[4,3-a][1,4]diazepine-5(6H)-carboxylate